FC1=CC=C(C(=O)C2=CNC=3N=C(N=C(C32)N[C@@H]3CN(CC3)C(C(C)(C)C)=O)NC3=CC=C(C=C3)N3CCN(CC3)C)C=C1 (S)-1-(3-((5-(4-fluorobenzoyl)-2-((4-(4-methylpiperazine-1-yl)phenyl)amino)-7H-pyrrolo[2,3-d]pyrimidin-4-yl)amino)pyrrolidin-1-yl)-2,2-dimethylpropan-1-one